FC=1C=C(N)C=C(C1C1=CC=NN1C)F 3,5-difluoro-4-(1-methyl-1H-pyrazol-5-yl)aniline